C(C)(C)OC([C@H](C)N=P(=O)OC(C=1C=NC(=C(C1C=O)O)C)OC1=CC(=C(C=C1)Cl)Cl)=O (2S)-2-((3,4-dichlorophenoxy)((4-formyl-5-hydroxy-6-methylpyridin-3-yl)methoxy)phosphorylamino)propanoic acid isopropyl ester